4-(dimethylamino)-2-butenoic acid hydrochloride Cl.CN(CC=CC(=O)O)C